(4aR,8aS)-6-[3-[4-[2-(2,2-Dimethylpropyl)pyrazol-3-yl]phenyl]azetidine-1-carbonyl]-4,4a,5,7,8,8a-hexahydropyrido[4,3-b][1,4]oxazin-3-one CC(CN1N=CC=C1C1=CC=C(C=C1)C1CN(C1)C(=O)N1C[C@@H]2[C@@H](OCC(N2)=O)CC1)(C)C